benzyl 6-((R)-3-(((S)-2,3-bis(2,2,2-trifluoroacetamido)propyl)thio)-2-(2,2,2-trifluoroacetamido)propanamido)hexanoate FC(C(=O)N[C@H](CSC[C@@H](C(=O)NCCCCCC(=O)OCC1=CC=CC=C1)NC(C(F)(F)F)=O)CNC(C(F)(F)F)=O)(F)F